tert-butyl [(2s)-2-hydroxypropyl]carbamate O[C@H](CNC(OC(C)(C)C)=O)C